1-(Benzo[d][1,2,3]thiadiazol-7-yl)-N-(5-chloro-2-methyl-6-(1H-pyrazol-1-yl)-pyridin-3-yl)-5-(trifluoromethyl)-1H-pyrazol-4-carboxamid S1N=NC2=C1C(=CC=C2)N2N=CC(=C2C(F)(F)F)C(=O)NC=2C(=NC(=C(C2)Cl)N2N=CC=C2)C